Pentan-3-yl-((R)-(((2S,3S,4R,5R)-5-(4-amino-2-oxopyrimidin-1(2H)-yl)-2-fluoro-3,4-dihydroxy-4-methyltetrahydrofuran-2-yl)methoxy)(phenoxy)phosphoryl)-L-alaninat CCC(CC)N([C@@H](C)C(=O)[O-])[P@](=O)(OC1=CC=CC=C1)OC[C@]1(O[C@H]([C@]([C@@H]1O)(C)O)N1C(N=C(C=C1)N)=O)F